6,7-Dibromoquinoxalin-2(1H)-one BrC=1C=C2N=CC(NC2=CC1Br)=O